CN1C(SC2=C1C=CC=C2)\C=C\C2=CC=C(C=C2)N2CCOCC2 (E)-3-methyl-2-(4-(morpholinyl)styryl)benzo[d]thiazole